OC[C@H](C1=CC=CC=C1)NC1=CC(=NC=C1C1=N[C@]2(CO1)CNCC2)NC2=CC=C1C(=N2)N(NC1=O)C 6-((4-(((S)-2-hydroxy-1-phenylethyl)amino)-5-((S)-3-oxa-1,7-diazaspiro[4.4]non-1-en-2-yl)pyridin-2-yl)amino)-1-methyl-1,2-dihydro-3H-pyrazolo[3,4-b]pyridin-3-one